(S)-3-Chloro-N-(1-cyclopropyl-2-(pyrrolidin-1-yl)ethyl)-4-fluoro-N-methyl-benzamide ClC=1C=C(C(=O)N(C)[C@H](CN2CCCC2)C2CC2)C=CC1F